C1(=C(C=CC=C1)C=1C(=NN=NC1)C1=C(C=CC=C1)C1=CC=CC=C1)C1=CC=CC=C1 [(biphenylyl)triazinyl]biphenyl